FC(CNC1=CC=C(C=N1)N1C(NC2=C1C=CC=C2)=O)F 1-(6-((2,2-difluoroethyl)amino)pyridin-3-yl)-1H-benzo[d]imidazol-2(3H)-one